N-(5-fluoro-2,3-dihydro-1H-inden-2-yl)pyrimidin-2-amine FC=1C=C2CC(CC2=CC1)NC1=NC=CC=N1